Non-4-ene-9-carboxylic acid ethyl ester C(C)OC(=O)CCCCC=CCCC